C1(=CC=CC=C1)N1C=CC2=CC=CN=C12 N-phenyl-7-aza-indole